heptadecafluorotetradecane FC(C(C(C(C(C(C(C(F)(F)F)(F)F)(F)F)(F)F)(F)F)(F)F)(F)F)(CCCCCC)F